2-FLUORO-N-(3-(INDOLIN-1-YL)CYCLOHEXYL)BENZENESULFONAMIDE FC1=C(C=CC=C1)S(=O)(=O)NC1CC(CCC1)N1CCC2=CC=CC=C12